OC(C(=O)C1=CC=CC=C1)C1=CC=CC=C1 α-hydroxy-α-phenylacetophenone